C(C)(C)(CC)NC(O[C@H]1CO[C@H](C1)C=1C=NC(=NC1)NC1=CC(=CC=C1)S(N)(=O)=O)=O |o1:8,11| rel-(3R,5R)-5-(2-((3-sulfamoyl phenyl)amino)pyrimidin-5-yl)tetrahydrofuran-3-yl tert-pentylcarbamate